N-{(S)-1,2,3-trimethoxy-9-oxo-10-{[(S)-tetrahydrofuran-3-yl]oxy}-5,6,7,9-tetrahydrobenzo[a]heptalen-7-yl}acetamide COC1=C(C(=CC2=C1C1=CC=C(C(C=C1[C@H](CC2)NC(C)=O)=O)O[C@@H]2COCC2)OC)OC